Cl.BrC1=CC=C(OCC2CNC2)C=C1 3-(4-bromophenoxymethyl)azetidine hydrochloride